ClC1=NC(=NC(=N1)C1=CC=CC=2OC3=C(C21)C=CC=C3)C3=CC2=CC=CC=C2C=C3 2-chloro-4-(dibenzo[b,d]furan-1-yl)-6-(naphthalen-2-yl)-1,3,5-triazine